(±)-2-methyl-N-tetrahydropyran-4-ylidene-propane-2-sulfinamide CC(C)(C)[S@@](=O)N=C1CCOCC1 |r|